C1(CCC1)[C@H](C=1C=C(C=CC1)C1=NNC2=C(N=C(C=C21)C(F)(F)F)[C@H](C)NC[C@H](C)O)C2=NN=CN2C (2S)-1-({(1S)-1-[3-{3-[(R)-cyclobutyl(4-methyl-4H-1,2,4-triazol-3-yl)methyl]phenyl}-5-(trifluoromethyl)-1H-pyrazolo[3,4-c]pyridin-7-yl]ethyl}amino)propan-2-ol